CC1(N(C[C@H](C1)CCCOS(=O)(=O)C1=CC=C(C=C1)C)C(=O)OC(C)(C)C)C tert-Butyl (4S)-2,2-dimethyl-4-[3-(p-tolylsulfonyloxy)propyl]pyrrolidine-1-carboxylate